(E)-5-(2-ethoxyvinyl)-7-(hydroxymethyl)-3,3-dimethyl-3,4-dihydroquinoxalin-2(1H)-one C(C)O/C=C/C1=C2NC(C(NC2=CC(=C1)CO)=O)(C)C